C(C)NC(C[C@H]1C=2N(C3=C(C(=N1)C1=CC=C(C=C1)SC1=CC=CC=C1)C=C(C=C3)OC)C(=NN2)C)=O N-ethyl-2-((4S)-8-methoxy-1-methyl-6-(4-(phenylthio)phenyl)-4H-benzo[f][1,2,4]triazolo[4,3-a][1,4]diazepin-4-yl)acetamide